tert-Butyl N-[(1S)-1-[[4-[1-(benzenesulfonyl)-2-methyl-pyrrolo[2,3-b]pyridin-4-yl]phenyl]carbamoyl]-2,2-dimethyl-propyl]carbamate C1(=CC=CC=C1)S(=O)(=O)N1C(=CC=2C1=NC=CC2C2=CC=C(C=C2)NC(=O)[C@H](C(C)(C)C)NC(OC(C)(C)C)=O)C